FC1=C(C=C2C(=N1)OC(C2)(C)C)C=O 6-Fluoro-2,2-dimethyl-2,3-dihydrofuro[2,3-b]pyridine-5-carbaldehyde